4-(4-(4-methoxystyryl)phenyl)pyridine COC1=CC=C(C=CC2=CC=C(C=C2)C2=CC=NC=C2)C=C1